ClC1=CC=C(CN2C3(CCN(C3)C3=CC=CC=C3)C(N(CC2=O)C(C)C)=O)C=C1 6-(4-chlorobenzyl)-9-isopropyl-2-phenyl-2,6,9-triazaspiro[4.5]decane-7,10-dione